1-(2-((4,4-difluorocyclohexyl)amino)-6-(4-methylthiazol-2-yl)pyridin-4-yl)ethan-1-one FC1(CCC(CC1)NC1=NC(=CC(=C1)C(C)=O)C=1SC=C(N1)C)F